C(C)(C)(C)OC(N(C[C@@H](CO)F)CC1=CC=CC=C1)=O (S)-benzyl-(2-fluoro-3-hydroxypropyl)carbamic acid tert-butyl ester